5-bromo-3-(6-fluoropyridin-3-yl)-1-tosyl-1H-pyrrolo[2,3-b]pyridine BrC=1C=C2C(=NC1)N(C=C2C=2C=NC(=CC2)F)S(=O)(=O)C2=CC=C(C)C=C2